nickel benzenesulfinate C1(=CC=CC=C1)S(=O)[O-].[Ni+2].C1(=CC=CC=C1)S(=O)[O-]